ClC=1C(N(N=CC1CCCI)C1OCCCC1)=O 4-chloro-5-(3-iodopropyl)-2-(tetrahydro-2H-pyran-2-yl)pyridazin-3(2H)-one